(4R)-1-(((3S)-1-((3-cyano-1-azetidinyl)sulfonyl)-3-piperidinyl)carbonyl)-4-fluoro-N-(4-(trifluoromethyl)benzyl)-D-prolinamide C(#N)C1CN(C1)S(=O)(=O)N1C[C@H](CCC1)C(=O)N1[C@H](C[C@H](C1)F)C(=O)NCC1=CC=C(C=C1)C(F)(F)F